BrC1=C2C[C@H]3N(C[C@H](C=C3C=3C=CC=C(N1)C32)C(=O)N(CC)CC)C (5aR,8S)-2-Bromo-9,10-didehydro-N,N-diethyl-6-methylergoline-8-carboxamide